glycerol monopalmitate C(CCCCCCCCCCCCCCC)(=O)OCC(O)CO